O=C1NC(CCC1C1=C(CN2CCC(CC2)C2=CC=C(C=C2)NC=2C(=NC=C(N2)N2C[C@@H](CCC2)N2C(N(CC2)C)=O)C(=O)N)C=CC=C1)=O 3-((4-(1-(2-(2,6-dioxopiperidin-3-yl)benzyl)piperidin-4-yl)phenyl)amino)-5-((R)-3-(3-methyl-2-oxoimidazolin-1-yl)piperidin-1-yl)pyrazine-2-carboxamide